(S)-2-amino-3-(4-methoxyphenyl)propan-1-ol N[C@H](CO)CC1=CC=C(C=C1)OC